1-(4-{[2-(3-{[2-(2-hydroxyethoxy)-4-methanesulfonylphenyl]amino}prop-1-yn-1-yl)-1-(2,2,2-trifluoroethyl)-1H-indol-4-yl]amino}piperidin-1-yl)-3-methoxypropan-2-ol OCCOC1=C(C=CC(=C1)S(=O)(=O)C)NCC#CC=1N(C2=CC=CC(=C2C1)NC1CCN(CC1)CC(COC)O)CC(F)(F)F